(1s,2r)-2-(2,2-difluoroethyl)cyclopropane-1-carboxylic acid FC(C[C@@H]1[C@H](C1)C(=O)O)F